3-hydroxy-2-(((4-((4-(morpholinomethyl)phenyl)ethynyl)phenyl)sulfonyl)methyl)-4H-pyran-4-one OC1=C(OC=CC1=O)CS(=O)(=O)C1=CC=C(C=C1)C#CC1=CC=C(C=C1)CN1CCOCC1